2-[3-(4-Chloro-2-hydroxy-6-methylphenyl)-7H-pyrrolo[2,3-c]pyridazin-7-yl]-N-methyl-N-[(3R)-oxolan-3-yl]acetamide ClC1=CC(=C(C(=C1)C)C1=CC2=C(N=N1)N(C=C2)CC(=O)N([C@H]2COCC2)C)O